(2-Hydroxycyclopentyl)-carbamic acid tert-butyl ester C(C)(C)(C)OC(NC1C(CCC1)O)=O